4-((2-amino-7-bromoquinazolin-4-yl)amino)cyclohexanol iron trispicolinate N1=C(C=CC=C1)C(=O)[O-].N1=C(C=CC=C1)C(=O)[O-].N1=C(C=CC=C1)C(=O)[O-].[Fe+3].NC1=NC2=CC(=CC=C2C(=N1)NC1CCC(CC1)O)Br